(methylthio)-1,4-oxaazepane-4-carboxylic acid benzyl ester C(C1=CC=CC=C1)OC(=O)N1CC(OCCC1)SC